6-hydroxy-5,7-dimethoxyflavone OC=1C(=C2C(C=C(OC2=CC1OC)C1=CC=CC=C1)=O)OC